N1C=C(C2=CC=CC=C12)C=1NC=C(N1)C(=O)C1=CC=CC=C1 (2-(1H-indol-3-yl)-1H-imidazole-4-yl)phenyl-methanone